N-(5-chloro-2-methoxyphenyl)-1-methyl-1H-imidazol-4-amine ClC=1C=CC(=C(C1)NC=1N=CN(C1)C)OC